7-[(3R)-3-aminopiperidin-1-yl]-3-cyclopropyl-N-(2-fluoro-2-methylpropyl)-8,9-dihydro-7H-cyclopenta[H]isoquinoline-5-sulfonamide N[C@H]1CN(CCC1)C1CCC2=C1C=C(C=1C=C(N=CC21)C2CC2)S(=O)(=O)NCC(C)(C)F